N-((6-(cyclopropanesulfonamido)pyrimidin-4-yl)methyl)-5-(6-ethoxypyrazin-2-yl)thiazole-2-carboxamide C1(CC1)S(=O)(=O)NC1=CC(=NC=N1)CNC(=O)C=1SC(=CN1)C1=NC(=CN=C1)OCC